[N+](=O)([O-])C1=CC=C(C=C1)C1=CC=C(O1)C=NNC(=O)C=1SC=CC1 N'-((5-(4-nitrophenyl)furan-2-yl)methylene)thiophene-2-carbohydrazide